(2S,3R,4S,5R,6R)-3,4,5-Triacetoxy-6-{[2,3-bis(benzyloxy)-6-(2-{o-[2,3-bis(benzyloxy)benzylamino]phenoxy}ethoxy)phenoxy]methyl}tetrahydro-2H-pyran-2-yl acetate C(C)(=O)O[C@@H]1O[C@@H]([C@H]([C@@H]([C@H]1OC(C)=O)OC(C)=O)OC(C)=O)COC1=C(C(=CC=C1OCCOC1=C(C=CC=C1)NCC1=C(C(=CC=C1)OCC1=CC=CC=C1)OCC1=CC=CC=C1)OCC1=CC=CC=C1)OCC1=CC=CC=C1